(S)-1-((R)-2-((1-oxo-4-(o-tolyl)-1,2-dihydroisoquinolin-7-yl)oxy)propanoyl)pyrrolidine-3-carboxylic acid O=C1NC=C(C2=CC=C(C=C12)O[C@@H](C(=O)N1C[C@H](CC1)C(=O)O)C)C1=C(C=CC=C1)C